C(C)(C)(C)OC(=O)N1[C@@H](C[C@H](C1)F)CC(=O)O 2-((2R,4R)-1-(tert-butoxycarbonyl)-4-fluoropyrrolidin-2-yl)acetic acid